CC1=CC(=NC=C1)N1SC2=NC=CC=C2C1=O 2-(4-methyl-2-pyridyl)isothiazolo[5,4-b]pyridin-3(2H)-one